FNCC=1C=C(C=CC1)CN fluorom-xylylenediamine